C1(CC12CNCC2)NC(OC(C)(C)C)=O t-butyl 5-azaspiro[2.4]heptan-1-ylcarbamate